O(C1=CC=CC=C1)CCCC1OCOCC1 4-(3-phenoxypropyl)-1,3-dioxan